{6-[3-Ethylamino-4-(1H-tetrazol-5-yl)-phenyl]-pyrimidin-4-yl}-[2-(7-fluoro-2,4-dimethyl-indol-1-yl)-ethyl]-amine C(C)NC=1C=C(C=CC1C1=NN=NN1)C1=CC(=NC=N1)NCCN1C(=CC2=C(C=CC(=C12)F)C)C